2-chloro-4-methyl-6,7-dihydro-5H-pyrrolo[3,4-b]pyridine hydrochloride salt Cl.ClC1=CC(=C2C(=N1)CNC2)C